(2-fluoro-acetyl)-lysine FCC(=O)N[C@@H](CCCCN)C(=O)O